(6aR,10aR)-1-hydroxy-6,6,9-trimethyl-3-propyl-6a,7,8,10a-tetrahydrobenzo[c]chromen-2-carboxylic acid OC1=C2[C@H]3[C@H](C(OC2=CC(=C1C(=O)O)CCC)(C)C)CCC(=C3)C